6-morpholinyl-pyrimidin-4-amine N1(CCOCC1)C1=CC(=NC=N1)N